CC(C[NH-])CCC[NH-] 2-methylpentamethylenediamide